(R)-9-chloro-8-fluoro-N,N-dimethyl-5,6-dihydro-4H-pyrrolo[3,2,1-ij]quinolin-5-amine ClC1=C(C=C2C[C@H](CN3C2=C1C=C3)N(C)C)F